BrCCCCCCCC(=O)OCCC(CCCC)CCCC 3-butylheptyl 8-bromooctanoate